N-[4-(2,4-difluorophenoxy)-3-(5-ethynyl-1-methyl-6-oxopyridin-3-yl)phenyl]methanesulfonamide FC1=C(OC2=C(C=C(C=C2)NS(=O)(=O)C)C2=CN(C(C(=C2)C#C)=O)C)C=CC(=C1)F